Butyl phenylglycinate NC(C1=CC=CC=C1)C(=O)OCCCC